(R)-1-n-propylpiperidin-3-amine C(CC)N1C[C@@H](CCC1)N